2-(3-(3-methyl-oxetan-3-yl)phenyl)-1,3-dioxolane CC1(COC1)C=1C=C(C=CC1)C1OCCO1